N-(4-carbamothioylphenyl)-10-(3-methyl-1,4-dioxo-1,4-dihydronaphthalen-2-yl)decanamide C(N)(=S)C1=CC=C(C=C1)NC(CCCCCCCCCC=1C(C2=CC=CC=C2C(C1C)=O)=O)=O